N(CCCCCCCCCC(=O)N(CCCCCCCCCC)CCCCCCCCCC)CCCCCCCCCC(=O)N(CCCCCCCCCC)CCCCCCCCCC 10,10'-azanediylbis(N,N-didecyldecanamide)